NC=1C=C(C=O)C=CC1 3-AMINOBENZALDEHYDE